(oleoyl-sarcosine) Sulfur [S].C(CCCCCCC\C=C/CCCCCCCC)(=O)N(C)CC(=O)O